ClC1=CC=C(C=C1)S(=O)(=O)C1=C(N=CS1)C(=O)O 5-((4-chlorophenyl)sulfonyl)thiazole-4-carboxylic acid